C(C)(C)OC1=CC=2N(C=C1C(=O)NC=1C=NN3C1N=CC=C3)C=C(N2)[C@@]23CO[C@@](CC2)(C3)C 7-isopropoxy-2-((1S,4R)-1-methyl-2-oxabicyclo[2.2.1]hept-4-yl)-N-(pyrazolo[1,5-a]pyrimidin-3-yl)imidazo[1,2-a]pyridin-6-carboxamide